(3-methyl-3,8-diazabicyclo[3.2.1]octan-8-yl)(3-(3-(pyridin-3-yl)pyrazolo[1,5-a]pyridin-5-yl)-1H-pyrrolo[2,3-b]pyridin-5-yl)methanone CN1CC2CCC(C1)N2C(=O)C=2C=C1C(=NC2)NC=C1C1=CC=2N(C=C1)N=CC2C=2C=NC=CC2